1-(1-(cis-4-isopropylcyclohexyl)piperidin-4-yl)-1H-pyrrolo[2,3-b]pyridine-3-carbaldehyde oxime C(C)(C)[C@H]1CC[C@H](CC1)N1CCC(CC1)N1C=C(C=2C1=NC=CC2)C=NO